C(C)(C)(C)OC(=O)N1CCC(=CC1)Br 4-bromo-3,6-dihydro-2H-pyridine-1-carboxylic acid tert-butyl ester